Trifluoromethanesulfonic acid ytterbium(III) salt [Yb+3].FC(S(=O)(=O)[O-])(F)F.FC(S(=O)(=O)[O-])(F)F.FC(S(=O)(=O)[O-])(F)F